NC1=NC(=NC(=C1NC(C(C)(F)F)=O)N)C1=NN(C2=NC=C(C=C21)F)CC2=C(C=CC=C2F)F N-(4,6-diamino-2-(1-(2,6-difluorobenzyl)-5-fluoro-1H-pyrazolo[3,4-b]pyridin-3-yl)pyrimidin-5-yl)-2,2-difluoropropionamide